N1=CNC2=NC=CC(=C21)NC2=CC=NC1=C2OCCN1 N-{3H-imidazo[4,5-b]pyridine-7-yl}-2H,3H,4H-pyrido[3,2-b][1,4]oxazine-8-amine